isopropyl (S)-2-((S)-3-(4-chloro-1H-indol-3-yl)-2-hydroxypropanamido)-6-diazo-5-oxohexanoate ClC1=C2C(=CNC2=CC=C1)C[C@@H](C(=O)N[C@H](C(=O)OC(C)C)CCC(C=[N+]=[N-])=O)O